C(=O)O.C(C)OC1=CC=2N(C=C1NC(=O)N1CCC=3C1=NC=CC3N3C[C@@H](NCC3)C)N=C(N2)C (S)-N-(7-ethoxy-2-methyl-[1,2,4]triazolo[1,5-a]pyridin-6-yl)-4-(3-methylpiperazin-1-yl)-2,3-dihydro-1H-pyrrolo[2,3-b]pyridine-1-carboxamide formate